ClC1=C(C=CC(=C1)Cl)OCC(=O)O 2,4-Dichlorophenyloxyacetic acid